[(2Z)-non-2-en-1-yl]9-{[4-(dimethylamino)butanoyl]oxy}octadecanedioate C(\C=C/CCCCCC)OC(CCCCCCCC(CCCCCCCCC(=O)[O-])OC(CCCN(C)C)=O)=O